C(CC)(=O)NNC(CC)=O N,N'-Dipropionylhydrazin